2-Methylaminoethyl-methacrylat CNCCOC(C(=C)C)=O